Octabromohexadecane BrC(C(C(C(Br)(Br)Br)(Br)Br)(Br)Br)CCCCCCCCCCCC